N,N-diethylaminosulfonyl-ethyl chloride C(C)N(CC)S(=O)(=O)CCCl